COC1=CC2=C(NC(=N2)S(=O)CC2=NC=C(C(=C2C)OC)C)C=C1 5-methoxy-2-[(4-methoxy-3,5-dimethyl-2-pyridinyl)methylsulfinyl]-1H-benzimidazole